PERFLUOROPHENYL 1-(4-BROMO-5-FLUORO-2-METHOXYPHENYL)-7-FLUORO-2-OXO-1,2-DIHYDROQUINOLINE-6-SULFONATE BrC1=CC(=C(C=C1F)N1C(C=CC2=CC(=C(C=C12)F)S(=O)(=O)OC1=C(C(=C(C(=C1F)F)F)F)F)=O)OC